(4-benzothiophen-2-yl-phenyl)-(4-benzoxazol-2-yl-phenyl)-{4-(1,10-Phenanthrolin-2-yl)-phenyl}amine S1C(=CC2=C1C=CC=C2)C2=CC=C(C=C2)N(C2=CC=C(C=C2)C2=NC1=C3N=CC=CC3=CC=C1C=C2)C2=CC=C(C=C2)C=2OC1=C(N2)C=CC=C1